2-(((3-ethynylpyridin-2-yl)((2-(trimethylsilyl)ethoxy)methyl)amino)methyl)-5-fluorophenol C(#C)C=1C(=NC=CC1)N(COCC[Si](C)(C)C)CC1=C(C=C(C=C1)F)O